γ-hydroxyglutamate OC(C[C@H](N)C(=O)[O-])C(=O)[O-]